Ethyl 1-methyl-1H-imidazole-4-carboxylate CN1C=NC(=C1)C(=O)OCC